NCC=1C=NN(C1)CC(=O)OCC1=CC=CC=C1 benzyl 2-[4-(aminomethyl)pyrazol-1-yl]acetate